3-(2,2-difluorobenzo[d][1,3]dioxol-5-yl)-N-ethyl-N-(thiophen-2-ylmethyl)acrylamide FC1(OC2=C(O1)C=CC(=C2)C=CC(=O)N(CC=2SC=CC2)CC)F